OCC12CC(N(C2C1)C(=O)[O-])C(=O)[O-] 5-(hydroxymethyl)-2-azabicyclo[3.1.0]hexane-2,3-dicarboxylate